C(#N)C1=C(C(=C(C(=C1)C(C)C)CC(=O)N[S@@](=O)(=N)C=1SC(=CN1)C(C)(C)O)C(C)C)F (S)-2-(4-cyano-3-fluoro-2,6-diisopropylphenyl)-N-(5-(2-hydroxypropan-2-yl)thiazol-2-ylsulfonimidoyl)acetamide